COC(C1=CC(=C(C(=C1)OC)C(=CC)CC)OC)=O 3,5-dimethoxy-4-(2-penten-3-yl)benzoic acid methyl ester